CN(C(CO)(CCCCCCCCC=CCC=CCCCCC)CCCCCCCC\C=C/C\C=C/CCCCC)C 2-(dimethylamino)-2-((9Z,12Z)-octadec-9,12-dien-1-yl)eicos-11,14-dien-1-ol